C(C)C1=C(C=CC=C1)N1C(N(C2=CC=CC=C2C1=O)CC1=CC=C(C(=O)NO)C=C1)=O 4-((3-(2-ethylphenyl)-2,4-dioxo-3,4-dihydroquinazolin-1(2H)-yl)methyl)-N-hydroxybenzoamide